N-[4-(1-{[6-(morpholin-4-yl)pyridin-3-yl]carbonyl}piperidin-4-yl)butyl]-1H-pyrrolo[3,2-c]pyridine-2-carboxamide N1(CCOCC1)C1=CC=C(C=N1)C(=O)N1CCC(CC1)CCCCNC(=O)C1=CC=2C=NC=CC2N1